C1(C2=CC(C(=O)OCCCO1)=CC=C2)=O.[Na] sodium trimethylene isophthalate